NC=1C=CC2=C(N(CCO2)CS(=O)(=O)[O-])C1 (6-amino-2,3-dihydro-1,4-benzoxazin-4-yl)methanesulfonate